2-(2-chloro-5-fluorophenyl)-5-amino-4-hydroxy-3(2H)-furanone ClC1=C(C=C(C=C1)F)C1OC(=C(C1=O)O)N